C[C@]12CC(C[C@](CCC1)(N2)C)N(C2=CC=C(N=N2)C2=C(C=C(C=C2)C2=NC=NC(=C2)OC)O)C 2-(6-(((1R,3S,5S)-1,5-dimethyl-9-azabicyclo[3.3.1]nonan-3-yl)(methyl)amino)pyridazin-3-yl)-5-(6-methoxypyrimidin-4-yl)phenol